CN(C(CN1N=CC(=C1)C=1C=C(C=C(C1)C=1C=NN(C1)CC(F)(F)F)[C@@H](C)NC(C1=C(C=CC(=C1)OCCN(C)C)C)=O)=O)C (R)-N-(1-(3-(1-(2-(dimethylamino)-2-oxoethyl)-1H-pyrazol-4-yl)-5-(1-(2,2,2-trifluoroethyl)-1H-pyrazol-4-yl)phenyl)ethyl)-5-(2-(dimethylamino)ethoxy)-2-methylbenzamide